ClC=1C(=C2C(=NC1)NC=C2C(=O)C2=NC=C(C=C2)OC2=C(C=CC=C2)F)N[C@H]2CO[C@@H](CC2)CO (5-chloro-4-(((3R,6S)-6-(hydroxymethyl)tetrahydro-2H-pyran-3-yl)amino)-1H-pyrrolo[2,3-b]pyridin-3-yl)(5-(2-fluorophenoxy)pyridin-2-yl)methanone